1,13-bis(Cyclohexylthio)-7-hydroxytridecane-2,12-diyl bis(decanoate) C(CCCCCCCCC)(=O)OC(CSC1CCCCC1)CCCCC(CCCCC(CSC1CCCCC1)OC(CCCCCCCCC)=O)O